(3E)-2'-OXO-2',7'-DIHYDRO-2,3'-BIINDOL O=C1N=C2CC=CC=C2C1=C1N=C2C=CC=CC2=C1